[3-Benzo[b]thiophen-3-yl-1-(2,2,2-trifluoro-ethyl)-1H-pyrazolo[4,3-c]pyridin-6-yl]-1,4-oxazepan-4-yl-methanon S1C2=C(C(=C1)C1=NN(C3=C1C=NC(=C3)C(=O)N3CCOCCC3)CC(F)(F)F)C=CC=C2